2,4-dichloro-5-(4,5-dimethyl-1H-imidazol-2-yl)pyridine ClC1=NC=C(C(=C1)Cl)C=1NC(=C(N1)C)C